C(C)(C)(C)OC(=O)NC1=CC=C(C=C1)C(C(=O)OCC)C(=O)OCC 1,3-diethyl 2-(4-[[(tert-butoxy)carbonyl]amino]phenyl)propanedioate